NC1=C2N(C(N(C2=NC(=N1)[S@](=O)(=N)CC)CC1=CC=C(C=C1)Cl)=O)C(=O)N(CCC)C |r| 6-Amino-9-[(4-chlorophenyl)methyl]-2-[S(R)-ethylsulfonimidoyl]-N-methyl-8-oxo-N-propyl-purine-7-carboxamide